(S)-1-(4-tolyl)-1-butylamine C1(=CC=C(C=C1)[C@H](CCC)N)C